N-{2-azaspiro[3.3]heptan-6-yl}-2-(1-phenyl-1H-pyrazol-4-yl)-N-(propan-2-yl)-1,3-thiazole-4-carboxamide C1NCC12CC(C2)N(C(=O)C=2N=C(SC2)C=2C=NN(C2)C2=CC=CC=C2)C(C)C